4-Bromo-5-chloro-7-[[(2S,4R)-4-fluoro-1-methyl-pyrrolidin-2-yl]methoxy]-1,3-dihydrofuro[3,4-f]quinoline BrC1=C2C(=C3C=CC(=NC3=C1Cl)OC[C@H]1N(C[C@@H](C1)F)C)COC2